1-(1-aminocyclopropyl)hexadecane-1,3-diol (tetrahydro-1H-pyrrolizin-7a(5H)-yl)methyl-methanesulfonate C1CCN2CCCC12CCS(=O)(=O)O.NC1(CC1)C(CC(CCCCCCCCCCCCC)O)O